(S)-2-((tert-Butoxycarbonyl)amino)-3-(2-cyano-4,5-difluorophenyl)propanoic acid C(C)(C)(C)OC(=O)N[C@H](C(=O)O)CC1=C(C=C(C(=C1)F)F)C#N